2-((4-(3-(2,4-dichlorophenyl)-2,3-dihydrobenzo[b][1,4]dioxin-5-yl)piperidin-1-yl)methyl)-1-(((S)-oxetan-2-yl)methyl)-1H-benzo[d]imidazole-6-carboxylic acid ClC1=C(C=CC(=C1)Cl)C1OC2=C(OC1)C=CC=C2C2CCN(CC2)CC2=NC1=C(N2C[C@H]2OCC2)C=C(C=C1)C(=O)O